5-[1-(2-fluoro-6-methyl-phenyl)-piperidin-4-yl]-2-isobutyl-7-(2-trifluoromethyl-benzyl)-2,4,5,7-tetrahydro-pyrazolo[3,4-d]pyrimidin-6-one FC1=C(C(=CC=C1)C)N1CCC(CC1)N1C(N(C=2C(C1)=CN(N2)CC(C)C)CC2=C(C=CC=C2)C(F)(F)F)=O